COC1=CC=C(C=C1)C1C(OC2=CC=CC=C2C1)S (4-methoxyphenyl)-2-sulfanyl-3,4-dihydro-1H-chromen